CN(C(OC(C)(C)C)=O)CCOC=1N(N=CC1)C tert-butyl N-methyl-N-[2-(2-methylpyrazol-3-yl)oxyethyl]carbamate